Trans-2-[5-fluoro-1-(4-fluoro-3-methyl-phenyl)-2-isopropyl-indol-3-yl]cyclopropanecarboxylic acid FC=1C=C2C(=C(N(C2=CC1)C1=CC(=C(C=C1)F)C)C(C)C)[C@H]1[C@@H](C1)C(=O)O